C(C)(C)(C)OC(=O)N1CC2=CN=C(C=C2CC1)Cl 6-chloro-3,4-dihydro-2,7-naphthyridine-2(1H)-carboxylic acid tert-butyl ester